Trin-hexyl aconitate C(C=C(C(=O)OCCCCCC)CC(=O)OCCCCCC)(=O)OCCCCCC